2-[[(1R,3S)-3-(7-methoxy-[1,2,4]triazolo[4,3-a]pyridin-3-yl)cyclohexyl]amino]-4-(oxetan-3-yloxy)pyrimidine-5-carbonitrile COC1=CC=2N(C=C1)C(=NN2)[C@@H]2C[C@@H](CCC2)NC2=NC=C(C(=N2)OC2COC2)C#N